O1CC=NC=C1O [1,4]Oxazin-6-ol